ClC=1C=C2C=CN(C2=CC1)C1=C(C=C(C(=C1)F)C(NS(=O)(=O)C)=O)Cl 5-Chloro-1-(2-chloro-5-fluoro-4-((methylsulfonyl)carbamoyl)phenyl)-1H-indol